ClC=1C=C2CCCN(C2=CC1)[C@@H]1C[C@H](N(C1)C(=O)OC(C)(C)C)CO (2S,4R)-tert-butyl 4-(6-chloro-3,4-dihydroquinolin-1(2H)-yl)-2-(hydroxymethyl)pyrrolidine-1-carboxylate